ethyl 1-ethyl-3-(3-nitrophenyl)-1H-pyrazole-4-carboxylate C(C)N1N=C(C(=C1)C(=O)OCC)C1=CC(=CC=C1)[N+](=O)[O-]